4-bromo-1-(2,2-diethoxyethoxy)-2-methoxybenzene BrC1=CC(=C(C=C1)OCC(OCC)OCC)OC